C(C)N1C=NC(=C1)C=1C=C(C=C2C=C(NC12)C1=CC(=C(C(=C1)F)F)F)NC(C=C)=O N-(7-(1-ethyl-1H-imidazol-4-yl)-2-(3,4,5-trifluorophenyl)-1H-indol-5-yl)acrylamide